ClC1=CC=C(C=C1)C1=CC(=NC(=N1)C=1C=NC=CC1)N1CC(CC(C1)N(C)C)O (6-(4-chlorophenyl)-2-(pyridin-3-yl)pyrimidin-4-yl)-5-(dimethylamino)piperidin-3-ol